2-chloro-3-methylpyrazine ClC1=NC=CN=C1C